4-Aminobutyraldehyde diethyl acetal C(C)OC(CCCN)OCC